FC1=C(C=C2NC(C(=NC2=C1F)C)=O)CN1CCN(CC1)C=1C=CC(=NC1C)C(=O)NC 5-(4-((7,8-difluoro-2-methyl-3-oxo-3,4-dihydroquinoxalin-6-yl)methyl)piperazin-1-yl)-N,6-dimethylpicolinamide